BrC1=CC(=C(C=C1F)/N=C/N(C)C)C(=O)C=1C2=CN(N=C2C(=CC1)Cl)C1OCCCC1 (E)-N'-[4-bromo-2-[7-chloro-2-(oxan-2-yl)indazole-4-carbonyl]-5-fluorophenyl]-N,N-dimethylmethanimidamide